9-(hydroxyimino)-N2,N7-diisobutyl-9H-fluorene-2,7-disulfonamide ON=C1C2=CC(=CC=C2C=2C=CC(=CC12)S(=O)(=O)NCC(C)C)S(=O)(=O)NCC(C)C